C1=COC(=C1)C=O Furancarboxaldehyde